4-amino-6-hydroxymethyl-5-methylthieno[2,3-d]pyrimidin-2(1H)-one NC=1C2=C(NC(N1)=O)SC(=C2C)CO